BrC=1C=NN2C1N=C(N=C2NCC2=NC1=C(N2COCC[Si](C)(C)C)C(=CC=C1)CCCNC(OC(C)(C)C)=O)N1CCOCC1 tert-butyl {3-[2-({[8-bromo-2-(morpholin-4-yl)pyrazolo[1,5-a][1,3,5]triazin-4-yl]amino}methyl)-1-{[2-(trimethylsilyl)ethoxy]methyl}-1H-benzimidazol-7-yl]propyl}carbamate